(-)-ascorbic acid O=C1C(O)=C(O)[C@H](O1)[C@@H](O)CO